N(=[N+]=[N-])C1CN(C1)C1=C2C(N(C(C2=CC=C1)=O)C1C(NC(CC1)=O)=O)=O 4-(3-azidoazetidine-1-yl)-2-(2,6-dioxopiperidin-3-yl)isoindoline-1,3-dione